C(CCC)[Sn](CCCC)(CCCC)C1=NC=C(C=C1)C(F)(F)F (tributylstannyl)-5-(trifluoromethyl)pyridine